(S)-5,6-dichloro-8-ethoxy-9-(1H-pyrazol-4-yl)-2,3-dihydro-1H-pyrrolo[1,2-a]indol-1-amine ClC1=C(C=C(C=2C(=C3N(C12)CC[C@@H]3N)C=3C=NNC3)OCC)Cl